ClC1=C(C=CC=C1)SC1=CC=C2C(=N1)SC(=N2)N2C(OC1=C(C2=O)N=CC=C1OC)=S 3-(5-((2-chlorophenyl)thio)thiazolo[5,4-b]pyridin-2-yl)-8-methoxy-2-thioxo-2,3-dihydro-4H-pyrido[2,3-e][1,3]oxazin-4-one